(E)-4-((2-(4-hydroxy-2-(pyridin-2-yl)pyrimidine-5-carbonyl)hydrazono)methyl)benzoic acid OC1=NC(=NC=C1C(=O)N\N=C\C1=CC=C(C(=O)O)C=C1)C1=NC=CC=C1